ethylene glycol monotosylate S(=O)(=O)(C1=CC=C(C)C=C1)OCCO